CO[Si]1(N(CCC1)CCC(=O)OCCC[Si](OC)(OC)OC)OC 2,2-dimethoxy-N-(3-trimethoxysilylpropoxycarbonylethyl)-1-aza-2-silacyclopentane